tert-butyl-4-(chlorosulfonyl)piperidine-1-carboxylate C(C)(C)(C)OC(=O)N1CCC(CC1)S(=O)(=O)Cl